COC=1C(C(=C(C(C1OC)=O)CCCCCCCCCC(=O)O)C)=O 10-(4,5-dimethoxy-2-methyl-3,6-dioxocyclohexa-1,4-dien-1-yl)decanoic acid